COC(C1=C(C=C(C=C1)C(C)C1=CC=2NC3=CC=CC=C3SC2C=C1)Cl)=O 4-(1-(10H-phenothiazin-2-yl)ethyl)-2-chlorobenzoic acid methyl ester